2-(4-((1-(5-aminopyridin-2-yl)piperidin-4-yl)methyl)-1,4-diazepan-1-yl)acetic acid ethyl ester C(C)OC(CN1CCN(CCC1)CC1CCN(CC1)C1=NC=C(C=C1)N)=O